[Br-].[Br-].[Br-].CN1CN(C=C1)CCCC 1-methyl-3-butylimidazole tribromide